C1(CCC1)OC=1C=C2CCN3[C@@H](C2=CC1OC)C[C@H]([C@@H](C3)CC(C)(C)C)O (2R,3R,11bR)-9-cyclobutoxy-3-(2,2-dimethylpropyl)-10-methoxy-1H,2H,3H,4H,6H,7H,11bH-pyrido[2,1-a]isoquinolin-2-ol